NC=1N=CC(=C2C1N(N=C2)C)NC(C(=O)N([C@@H]2COCC1=CC(=CC=C21)C(F)(F)F)C)=O (S)-N1-(7-amino-1-methyl-1H-pyrazolo[3,4-c]pyridin-4-yl)-N2-methyl-N2-(7-(trifluoromethyl)isochroman-4-yl)oxalamide